CC1=C(C=2N(N=C1N1CC=3C=C(C=NC3CC1)C=1C=NN(C1)CC(C)C)C=NN2)C 6-(7,8-dimethyl-[1,2,4]triazolo[4,3-b]pyridazin-6-yl)-3-(1-isobutylpyrazol-4-yl)-7,8-dihydro-5H-1,6-naphthyridine